(R)-1-(L-prolyl)-4-(2,2-difluoroethyl)-2-methylpiperazine hydrochloride Cl.N1[C@@H](CCC1)C(=O)N1[C@@H](CN(CC1)CC(F)F)C